4-(6-(6-((6-Methoxypyridin-3-yl)methyl)-3,6-diazabicyclo[3.1.1]hept-3-yl)pyridin-3-yl)-6-(2-morpholinylethoxy)pyrazolo[1,5-a]pyridine-3-carbonitrile COC1=CC=C(C=N1)CN1C2CN(CC1C2)C2=CC=C(C=N2)C=2C=1N(C=C(C2)OCCN2CCOCC2)N=CC1C#N